CC(CC[C@@H](C(=O)OC)NC(=O)C=1C=NC(=CC1)OC1=CC(=CC=C1)OCC(NCCOCCOCC#C)=O)(C)C methyl (2S)-5,5-dimethyl-2-[[6-[3-[2-oxo-2-[2-(2-prop-2-ynoxyethoxy) ethylamino]ethoxy]phenoxy]pyridine-3-carbonyl]amino]hexanoate